CNC(=O)NC=1C=C2C(=CN(C2=CC1)C1=CC=CC=C1)C 1-methyl-3-(3-methyl-1-phenyl-1H-indol-5-yl)urea